2-[(1Z)-7-fluoro-2-methyl-1-{[4-(trifluoromethyl)phenyl]methylidene}-1H-inden-3-yl]acetic acid FC=1C=CC=C2C(=C(/C(/C12)=C/C1=CC=C(C=C1)C(F)(F)F)C)CC(=O)O